Bis(2-ethylbutyl) 7,7'-((5-(2-(4-(2-((3-(bis(2-hydroxy-7-isopropoxy-7-oxoheptyl)amino)-propyl)disulfaneyl)ethyl)piperazin-1-yl)ethoxy)-5-oxopentyl)azanediyl)bis(6-hydroxyheptanoate) OC(CN(CCCSSCCN1CCN(CC1)CCOC(CCCCN(CC(CCCCC(=O)OCC(CC)CC)O)CC(CCCCC(=O)OCC(CC)CC)O)=O)CC(CCCCC(OC(C)C)=O)O)CCCCC(=O)OC(C)C